isochromeno[3,4-c]pyrazol-5(2H)-one C1=C2C(=NN1)OC(C=1C=CC=CC12)=O